N1C=NC(=C1)C=1C=CC(=NC1)C#N 5-(1H-imidazol-4-yl)pyridine-carbonitrile